6-[[5-(trifluoromethylsulfonyl)-2-pyridinyl]methyl]-2-azaspiro[3.3]heptane-2-carboxylic acid tert-butyl ester C(C)(C)(C)OC(=O)N1CC2(C1)CC(C2)CC2=NC=C(C=C2)S(=O)(=O)C(F)(F)F